5-methoxy-2-(pyrrolo[1,2-a]pyrazin-4-ylmethoxy)benzaldehyde COC=1C=CC(=C(C=O)C1)OCC1=CN=CC=2N1C=CC2